4-(2-((4-(2-(2-aminopyridin-3-yl)-5-(3-morpholinophenyl)-3H-imidazo[4,5-b]pyridin-3-yl)benzyl)amino)ethyl)-2-hydroxybenzaldehyde NC1=NC=CC=C1C1=NC=2C(=NC(=CC2)C2=CC(=CC=C2)N2CCOCC2)N1C1=CC=C(CNCCC2=CC(=C(C=O)C=C2)O)C=C1